ClC1=CC(=C(C=C1NC(C(F)(F)F)=O)S(=O)(=O)Cl)F 4-chloro-2-fluoro-5-[(trifluoroacetyl)amino]benzenesulfonyl chloride